N1=CC(=CC=C1)OC1=CC=C(OC2CN(C2)C=2C(=C(C(=O)O)C=CC2)N2C=CC=C2)C=C1 3-(3-(4-(pyridin-3-yloxy)phenoxy)azetidin-1-yl)-2-(1H-pyrrol-1-yl)benzoic acid